6-(4-Ethyl-3-(hydroxymethyl)-5-oxo-4,5-dihydro-1H-1,2,4-triazol-1-yl)-7-Fluoro-2-(2-hydroxy-3-methylpyridin-4-yl)-4-isopropylisoquinolin-1(2H)-one C(C)N1C(=NN(C1=O)C=1C=C2C(=CN(C(C2=CC1F)=O)C1=C(C(=NC=C1)O)C)C(C)C)CO